S1C2=C(C=C1C(=O)NCC1(COCC1)C(=O)OC(C)(C)C)CCCCCC2 tert-Butyl 3-[[(4,5,6,7,8,9-hexahydrocycloocta[b]thiophen-2-ylcarbonyl)amino]methyl]oxolane-3-carboxylate